OCCOC1=CC=C(C=N1)NC(O[C@H](C)[C@H](C)OC1=C(C=C2C(=N1)SC(=N2)C=2C=C(C=C1C=C(C=NC21)OC)Cl)F)=O (2R,3S)-3-((2-(6-chloro-3-methoxyquinolin-8-yl)-6-fluorothiazolo[5,4-b]pyridin-5-yl)oxy)butan-2-yl (6-(2-hydroxyethoxy)pyridin-3-yl)carbamate